N=1ON=C2C1C=CC=C2NS(=O)(=O)C2=CNC1=CC(=CC=C21)Cl N-(2,1,3-benzoxadiazol-4-yl)-6-chloro-1H-indole-3-sulfonamide